(S)-N-(5-((2-amino-4-fluoro-2,4-dimethylpentyl)oxy)-6-(difluoromethyl)-[2,4'-bipyridin]-2'-yl)acetamide N[C@](COC=1C=CC(=NC1C(F)F)C1=CC(=NC=C1)NC(C)=O)(CC(C)(C)F)C